[OH-].[OH-].C(CN)N ethylenediamine bishydroxide